monocalcium dihydrogen pyrophosphate OP(O)(=O)OP(=O)([O-])[O-].[Ca+2]